1-(4-(3-(3,5-dimethylisoxazol-4-yl)-5-methylphenoxy)-3,5-dimethylphenyl)-3-(2-(4-methylpiperazin-1-yl)ethyl)urea CC1=NOC(=C1C=1C=C(OC2=C(C=C(C=C2C)NC(=O)NCCN2CCN(CC2)C)C)C=C(C1)C)C